FC[C@H](CC(C)C)NC=1NC(/C(/N1)=C/C=1C=C2N=CC=NC2=CC1)=O (4Z)-2-[[(1S)-1-(Fluoromethyl)-3-methyl-butyl]amino]-4-(quinoxalin-6-ylmethylene)-1H-imidazol-5-one